C[Si](SCCC[Si](OCCOC)(OCCOC)OCCOC)(C)C trimethylsilyl-thiopropyl-tris(2-methoxyethoxy)silane